ClC1=NC(=NC(=C1C=O)Cl)N1CCCC1 4,6-Dichloro-2-(pyrrolidin-1-yl)pyrimidine-5-Carbaldehyde